6-Isopropylbenzene Iron (II) hexafluorophosphate F[P-](F)(F)(F)(F)F.[Fe+2].C(C)(C)C1=CC=CC=C1.F[P-](F)(F)(F)(F)F